ClC1=C2C=C(NC2=CC(=C1)F)C(=O)N(C)[C@H]1COCC=2NC(C=3C=C(C(=CC3C21)F)F)=O (R)-4-chloro-N-(8,9-difluoro-6-oxo-1,4,5,6-tetrahydro-2H-pyrano[3,4-c]isoquinolin-1-yl)-6-fluoro-N-methyl-1H-indole-2-carboxamide